N-(2-iodo-4-(perfluoropropan-2-yl)-6-((trifluoromethyl)thio)phenyl)benzamide IC1=C(C(=CC(=C1)C(C(F)(F)F)(C(F)(F)F)F)SC(F)(F)F)NC(C1=CC=CC=C1)=O